OC=1C(=C2CCC(OC2=C(C1C)C)(C)CC[P+](C1=CC=CC=C1)(C1=CC=CC=C1)C1=CC=CC=C1)C (2-(6-hydroxy-2,5,7,8-tetramethylchroman-2-yl)ethyl)triphenylphosphonium